2-chloro-N-(3-methoxy-4-(5-methyl-3-(trifluoromethyl)-1H-pyrazol-1-yl)benzyl)furo[3,2-d]pyrimidin-4-amine ClC=1N=C(C2=C(N1)C=CO2)NCC2=CC(=C(C=C2)N2N=C(C=C2C)C(F)(F)F)OC